Tert-butyl 3-[(3aR,4R,6R,6aS)-6-{4-chloro-5-iodopyrrolo[2,3-d]pyrimidin-7-yl}-2,2-dimethyl-tetrahydro-3aH-cyclopenta[d][1,3]dioxol-4-yl]piperidine-1-carboxylate ClC=1C2=C(N=CN1)N(C=C2I)[C@@H]2C[C@@H]([C@@H]1[C@H]2OC(O1)(C)C)C1CN(CCC1)C(=O)OC(C)(C)C